3-[6-chloro-2-({3-[2-(4-chloro-3-fluorophenoxy)acetamido]bicyclo[1.1.1]pent-1-yl}carbamoyl)-2,3-dihydro-4H-1,4-benzoxazin-4-yl]propanoic acid ClC=1C=CC2=C(N(CC(O2)C(NC23CC(C2)(C3)NC(COC3=CC(=C(C=C3)Cl)F)=O)=O)CCC(=O)O)C1